N1C=CC2=CC=C(C=C12)NCC(=O)NN 2-(1H-indol-6-ylamino)acethydrazide